(S)-2-(4,4-difluorocyclohexyl)-6-(((6-(1-(4-fluorobenzyl)-1H-pyrazole-4-carbonyl)-2-(3,3,3-trifluoro-2,2-dimethylpropanoyl)-2,6-diazaspiro[3.4]octan-8-yl)methoxy)methyl)benzamide FC1(CCC(CC1)C1=C(C(=O)N)C(=CC=C1)COC[C@@H]1CN(CC12CN(C2)C(C(C(F)(F)F)(C)C)=O)C(=O)C=2C=NN(C2)CC2=CC=C(C=C2)F)F